1-chloro-5-fluoro-2-methoxy-4-nitro-benzene ClC1=C(C=C(C(=C1)F)[N+](=O)[O-])OC